C(C)(C)C1=CC(C(CC1)C)SC(C(=O)O)C 2-((3-isopropyl-6-methylcyclohex-2-en-1-yl)thio)propanoic acid